1,1-dimethyl-pyrrolidinium tetrafluoroborate F[B-](F)(F)F.C[N+]1(CCCC1)C